(S)-(4-(6-bromo-1H-benzo[d]imidazol-2-yl)-6,7-dihydro-1H-imidazo[4,5-c]pyridin-5(4H)-yl)(cyclopropyl)methanone BrC=1C=CC2=C(NC(=N2)[C@H]2N(CCC3=C2N=CN3)C(=O)C3CC3)C1